FC1(CCN(CC1)CC1CCN(CC1)C(=O)OC(C)(C)C)F tert-Butyl 4-((4,4-difluoropiperidin-1-yl)methyl)piperidine-1-carboxylate